(1S,2R,4aS,6aS,6bR,8aR,14aR,14bR,16bS)-1,2,6a,6b,9,9,11,14a-octamethyl-13-(piperazin-1-yl)-1,2,3,4,4a,5,6,6a,6b,7,8,8a,9,14,14a,14b,15,16b-octadecahydrochryseno[1,2-g]Quinazolin C[C@H]1[C@@H](CC[C@H]2CC[C@]3([C@@]4(CC[C@@H]5[C@](CC=6C(=NC(=NC6C5(C)C)C)N5CCNCC5)([C@H]4CC=C3[C@H]12)C)C)C)C